C(=CC)[Si](F)(F)F propenyl-trifluorosilane